5-(4-((4-(4-(6-amino-5-((R)-1-(2,6-dichloro-3-fluorophenyl)ethoxy)pyridin-3-yl)-1H-pyrazol-1-yl)cyclohexyl)methyl)piperazin-1-yl)-2-(2,6-dioxopiperidin-3-yl)isoindoline-1,3-dione NC1=C(C=C(C=N1)C=1C=NN(C1)C1CCC(CC1)CN1CCN(CC1)C=1C=C2C(N(C(C2=CC1)=O)C1C(NC(CC1)=O)=O)=O)O[C@H](C)C1=C(C(=CC=C1Cl)F)Cl